2-(4-methoxyanilino)acetic acid COC1=CC=C(NCC(=O)O)C=C1